BrC1=CC2=C(C3NC(N(C(O2)(C3)C)C=3C=C(C(=O)O)C=CC3)=O)C=C1 3-(9-bromo-2-methyl-4-oxo-5,6-dihydro-2H-2,6-methanobenzo[g][1,3,5]oxadiazocine-3(4H)-yl)benzoic acid